C(CCCCCCCCCCC)[SiH]1O[SiH2]O[SiH2]O[SiH2]O1.[Na] sodium dodecyl-cyclotetrasiloxane